OC(=O)C(F)(F)F.C(C1=CC=CC=C1)N(CCN1C2CC(CC1CC2)C=2C=C(C(=O)N)C=CC2)C(C(CO)(C)C)=O 3-endo-(8-{2-[benzyl-(3-hydroxy-2,2-dimethylpropionyl)amino]ethyl}-8-aza-bicyclo[3.2.1]oct-3-yl)-benzamide TFA salt